C(C)(C)(C)OC(=O)N1CCN(CC1)C=1C=C2C(N(C(C2=CC1)=O)C1C(NC(CC1)=O)=O)=O 4-[2-(2,6-Dioxo-3-piperidyl)-1,3-dioxoisoindolin-5-yl]piperazine-1-carboxylic acid tert-butyl ester